N-{6-methoxy-1-methylpyrazolo[4,3-c]pyridin-7-yl}-1-[4-(2-methoxypropan-2-yl)pyridin-2-yl]pyrazole-4-sulfonamide COC1=C(C2=C(C=N1)C=NN2C)NS(=O)(=O)C=2C=NN(C2)C2=NC=CC(=C2)C(C)(C)OC